3-((6-((trimethylsilyl)ethynyl)pyridin-3-yl)oxy)azetidine-1-carboxylic acid tert-butyl ester C(C)(C)(C)OC(=O)N1CC(C1)OC=1C=NC(=CC1)C#C[Si](C)(C)C